ClC=1C=C(C=NC1)OB(O)O (5-chloropyridin-3-yl)boric acid